OC(=O)C(F)(F)F.NC1=C(C=CC=C1)NC(C1=CC=C(C=C1)CCN1CCC(CC1)CNC1C(C1)C1=CC=CC=C1)=O N-(2-aminophenyl)-4-(2-(4-(((2-phenylcyclopropyl)amino)methyl)piperidin-1-yl)ethyl)benzamide TFA salt